N-(1-(6-(2-(difluoromethyl)pyridin-3-yl)-5-fluoro-1-neopentyl-1H-indol-3-yl)ethyl)cyclopropanesulfonamide FC(C1=NC=CC=C1C1=C(C=C2C(=CN(C2=C1)CC(C)(C)C)C(C)NS(=O)(=O)C1CC1)F)F